5-((3-Ethoxypyrazin-2-yl)methyl)-7-((1r,4r)-4-(2-fluoro-6-methylphenyl)cyclohexyl)-3-methylpyrido[2,3-b]pyrazin-6(5H)-one C(C)OC=1C(=NC=CN1)CN1C(C(=CC=2C1=NC(=CN2)C)C2CCC(CC2)C2=C(C=CC=C2C)F)=O